2-((3,5-dicyano-4-ethyl-6-(piperazin-1-yl)pyridin-2-yl)thio)-2-phenylacetamide 2,2,2-trifluoroacetate FC(C(=O)O)(F)F.C(#N)C=1C(=NC(=C(C1CC)C#N)N1CCNCC1)SC(C(=O)N)C1=CC=CC=C1